(M)-5-amino-1-ethyl-4-(3-hydroxy-2-methylphenyl)-1H-pyrrolo[2,3-b]pyridine-3,6-dicarboxamide NC=1C(=C2C(=NC1C(=O)N)N(C=C2C(=O)N)CC)C2=C(C(=CC=C2)O)C